bicyclo[3.3.0]Octane C12CCCC2CCC1